1,3-dioxoisoindolin-2-yl 4-((tert-butyldimethylsilyl) oxy)-2,2-dimethylbutyrate [Si](C)(C)(C(C)(C)C)OCCC(C(=O)ON1C(C2=CC=CC=C2C1=O)=O)(C)C